3-phenyl-N-(p-tolyl)propionamide C1(=CC=CC=C1)CCC(=O)NC1=CC=C(C=C1)C